C(C1=CC=CC=C1)OC=1C=CC2=C(C(=C(O2)C)C(=O)NCC2=NC=CC=C2)C1 5-(benzyloxy)-2-methyl-N-(pyridin-2-ylmethyl)benzofuran-3-carboxamide